ClC=1N=CC=2N(C1)C(=NN2)C2=CC=C(C(=O)OC)C=C2 methyl 4-(6-chloro-[1,2,4]triazolo[4,3-a]pyrazin-3-yl)benzoate